NCC1CN(C(O1)=O)C=1C=CC=2OCC(NC2N1)=O 6-(5-(Aminomethyl)-2-oxooxazolidin-3-yl)-2H-pyrido[3,2-b][1,4]oxazin-3(4H)-one